C(=O)C1=C(OC[C@H]2N(CCOC2)C(=O)C=2C(=NC=CC2)C(=O)OC)C=CC=C1O methyl 3-[(3S)-3-(2-formyl-3-hydroxyphenoxymethyl)morpholine-4-carbonyl]pyridine-2-carboxylate